6-((2,6-dimethyl-pyrimidin-4-yl)amino)-N-ethoxynicotinamide CC1=NC(=CC(=N1)NC1=NC=C(C(=O)NOCC)C=C1)C